C1(CC1)C1=NN(C(=C1)NC1=NNC2=CC(=CC=C12)[C@@H]1C[C@@]12C(NC1=CC=C(C=C21)OC)=O)CC (1R,2S)-2-{3-[(3-cyclopropyl-1-ethyl-1H-pyrazol-5-yl)amino]-1H-indazol-6-yl}-5'-methoxyspiro[cyclopropane-1,3'-indol]-2'(1'H)-one